The molecule is a 3-(cis-5,6-dihydroxycyclohexa-1,3-dienyl)acrylic acid. It is a conjugate acid of a 3-[(5R,6S)-5,6-dihydroxycyclohexa-1,3-dienyl]acrylate. It is an enantiomer of a 3-[(5S,6R)-5,6-dihydroxycyclohexa-1,3-dienyl]acrylic acid. C1=C[C@H]([C@H](C(=C1)/C=C/C(=O)O)O)O